6-((4-chlorophenyl)ethynyl)-5-(4-methylpiperazin-1-yl)-2-(2,4,5-trimethoxyphenyl)-1H-benzo[d]imidazole ClC1=CC=C(C=C1)C#CC=1C(=CC2=C(NC(=N2)C2=C(C=C(C(=C2)OC)OC)OC)C1)N1CCN(CC1)C